zirconium phosphate sulfate S(=O)(=O)([O-])[O-].P(=O)([O-])([O-])O.[Zr+4]